2-[6-amino-5-[8-[2-[3-(4,4-dimethylazepan-1-yl)prop-1-ynyl]-4-pyridinyl]-3,8-diazabicyclo[3.2.1]oct-3-yl]pyridazin-3-yl]phenol NC1=C(C=C(N=N1)C1=C(C=CC=C1)O)N1CC2CCC(C1)N2C2=CC(=NC=C2)C#CCN2CCC(CCC2)(C)C